7-(5-(4-fluoro-2-isobutyrylaminophenoxy)pyrimidin-4-yl)-2,7-diazaspiro[4.4]Nonane-2-carboxylic acid tert-butyl ester C(C)(C)(C)OC(=O)N1CC2(CC1)CN(CC2)C2=NC=NC=C2OC2=C(C=C(C=C2)F)NC(C(C)C)=O